C(C1=CC=CC=C1)N1CCC2(CNC3=C4C(=CC=C23)C(N(C4)[C@@H]4C(NC(CC4)=O)=O)=O)CC1 (S)-3-(1-benzyl-6'-oxo-1',2',6',8'-tetrahydro-7'H-spiro[piperidine-4,3'-pyrrolo[3,4-g]indol]-7'-yl)piperidine-2,6-dione